8-(2-hydroxy-2-methylpropionyl)-3-(4-methoxy-5-(1H-pyrazol-4-yl)pyrimidin-2-yl)-1-(3-methoxybenzyl)-1,3,8-triazaspiro[4.5]decan-2-one OC(C(=O)N1CCC2(CN(C(N2CC2=CC(=CC=C2)OC)=O)C2=NC=C(C(=N2)OC)C=2C=NNC2)CC1)(C)C